3,5-bis(4-piperidinyl)pyridine N1CCC(CC1)C=1C=NC=C(C1)C1CCNCC1